Adipimide C1(CCCCC(N1)=O)=O